tert-Butyl 7-(6-chloro-3-(((2-chloroethoxy)carbonyl)amino)-1H-pyrazolo[4,3-c]pyridin-1-yl)-6-methoxy-2,3-dihydro-4H-benzo[b][1,4]oxazine-4-carboxylate ClC1=CC2=C(C=N1)C(=NN2C=2C(=CC1=C(OCCN1C(=O)OC(C)(C)C)C2)OC)NC(=O)OCCCl